ClC=1C=CC(=C(C(=O)O)C1)NC1=C(C=C(C=C1)F)C(C)C 5-chloro-2-((4-fluoro-2-isopropylphenyl)amino)benzoic acid